tert-butyl N-[1-[(4-fluorophenyl)methyl]-4-piperidyl]carbamate FC1=CC=C(C=C1)CN1CCC(CC1)NC(OC(C)(C)C)=O